ClC1=C(C=C(C=C1)NC(NC1=CC=C(OC2=CC=NC=C2)C=C1)=O)C(F)(F)F 4-(4-(3-(4-chloro-3-(trifluoromethyl)phenyl)ureido)phenoxy)pyridine